docosyl thioether C(CCCCCCCCCCCCCCCCCCCCC)SCCCCCCCCCCCCCCCCCCCCCC